[Pd].C1(=CC=CC=C1)P(C1=CC=CC=C1)C1=CC=CC=C1.C1(=CC=CC=C1)P(C1=CC=CC=C1)C1=CC=CC=C1 di(triphenylphosphine) palladium